methyl 1-(3-bromophenyl)cyclobutanecarboxylate BrC=1C=C(C=CC1)C1(CCC1)C(=O)OC